ClC=1C(=C(C(=CC1)OC)C1=CC(=NC=C1C(=O)NC=1SC(N(N1)CC(=O)N1C[C@@H](CC1)N(C)C)=O)C)F 4-(3-Chloro-2-fluoro-6-methoxyphenyl)-N-(4-(2-((R)-3-(dimethylamino)pyrrolidin-1-yl)-2-oxoethyl)-5-oxo-4,5-dihydro-1,3,4-thiadiazol-2-yl)-6-methylnicotinamide